propendiol C(=CC)(O)O